N1(CC[N]CC1)C1=NC=C(C=N1)[C@@](C)(N)C1=CC=C(C=C1)F (S)-1-(2-(4λ2-piperazin-1-yl)pyrimidin-5-yl)-1-(4-fluorophenyl)ethan-1-amine